N1N=NN=C1C1=CC=C(C=C1)C=1C=C2C(=NC1)NN=C2C(=O)C=2C(=C(C(=CC2)F)NS(=O)(=O)CC)F N-(3-(5-(4-(1H-tetrazol-5-yl)phenyl)-1H-pyrazolo[3,4-b]pyridine-3-carbonyl)-2,6-difluorophenyl)ethanesulfonamide